1-[(2-aminoethyl)amino]-4-(2-hydroxyethoxy)-2-nitrobenzene NCCNC1=C(C=C(C=C1)OCCO)[N+](=O)[O-]